4-(hydroxymethyl)azetidin-2-one OCC1CC(N1)=O